dimethyl-2-(4-methoxyphenyl)ethylamine hemi-maleate C(\C=C/C(=O)O)(=O)O.CN(CCC1=CC=C(C=C1)OC)C.CN(C)CCC1=CC=C(C=C1)OC